ClC=CCCCC chloro-1-hexene